(R)-(3-methyl-1-(2-(3-(3-(3-morpholinopropoxy)phenyl)-5-phenyl-1H-pyrazol-1-yl)acetylamino)butyl)boronic acid hydrochloride Cl.CC(C[C@H](NC(CN1N=C(C=C1C1=CC=CC=C1)C1=CC(=CC=C1)OCCCN1CCOCC1)=O)B(O)O)C